Rel-(trans)-3-cyano-4-phenylpyrrolidine-1-carboxylic acid tert-butyl ester C(C)(C)(C)OC(=O)N1C[C@H]([C@@H](C1)C1=CC=CC=C1)C#N